C(C)N1C(C[C@@H](C1)CN1N=C2N=C(C=CC2=C1)C1=C(C=C(C=C1C)C(F)(F)F)O)=O (S)-1-ethyl-4-((6-(2-hydroxy-6-methyl-4-(trifluoromethyl)phenyl)-2H-pyrazolo[3,4-b]pyridin-2-yl)methyl)pyrrolidin-2-one